N[C@H]([C@@H](CN(S(=O)(=O)C1=CC=C(C=C1)C(F)(F)F)C[C@@H](C)O)O)CC1=CC=CC=C1 N-((2R,3S)-3-amino-2-hydroxy-4-phenylbutyl)-N-((R)-2-hydroxypropyl)-4-trifluoromethylbenzenesulphonamide